2-[1-(2-fluorophenyl)ethoxycarbonylamino]-4-[2-methoxyethyl-[4-(5,6,7,8-tetrahydro-1,8-naphthyridin-2-yl)butyl]amino]butanoic acid FC1=C(C=CC=C1)C(C)OC(=O)NC(C(=O)O)CCN(CCCCC1=NC=2NCCCC2C=C1)CCOC